2-(Difluoromethyl)-5-(6-(((5-fluoropyridin-3-yl)oxy)methyl)pyridin-3-yl)-1,3,4-oxadiazole FC(C=1OC(=NN1)C=1C=NC(=CC1)COC=1C=NC=C(C1)F)F